5-methyl-8-(methyl-(o-tolyl)amino)-6-oxo-5,6-dihydro-1,5-naphthyridine-2-carbonitrile CN1C=2C=CC(=NC2C(=CC1=O)N(C1=C(C=CC=C1)C)C)C#N